Cl.NCC1=CC=C(C=C1)C=1C(=C2C(=NC(=NN2C1)C=1N(C=CN1)C)NC1CC(C1)OC)C1=CC=CC=C1 6-(4-(Aminomethyl)phenyl)-N-((1r,3r)-3-methoxycyclobutyl)-2-(1-methyl-1H-imidazol-2-yl)-5-phenylpyrrolo[2,1-f][1,2,4]triazin-4-amine hydrochloride salt